(1aR,5aR)-2-(2,4-Difluoro-phenyl)-1a,2,5,5a-tetrahydro-1H-2,3-diaza-cyclopropa[a]pentalene-4-carboxylic acid [5-((S)-1-methyl-pyrrolidin-2-yl)-pyridin-2-yl]amide CN1[C@@H](CCC1)C=1C=CC(=NC1)NC(=O)C=1C=2C[C@@H]3[C@H](C2N(N1)C1=C(C=C(C=C1)F)F)C3